C(C1=CC(=C(N)C=C1)C)(C1=CC(=C(N)C=C1)C)C1=CC(=C(N)C=C1)C 4,4',4''-methane-triyltris(2-methylaniline)